C(C)(=O)N1C(CCC1=O)C(=O)NC1=C(C=CC(=C1)OC1=CC(=CC(=C1)F)F)OC 1-acetyl-N-(5-(3,5-difluorophenoxy)-2-methoxyphenyl)-5-oxopyrrolidine-2-carboxamide